1-(3,5-dimethoxybenzyl)-4-(5-(pyridin-4-yl)thiophen-2-yl)pyridin COC=1C=C(CN2CC=C(C=C2)C=2SC(=CC2)C2=CC=NC=C2)C=C(C1)OC